Cl(=O)[O-].[Ni+2].Cl(=O)[O-] Nickel chlorite